Tin (IV) nitrate [N+](=O)([O-])[O-].[Sn+4].[N+](=O)([O-])[O-].[N+](=O)([O-])[O-].[N+](=O)([O-])[O-]